racemic-nitropyridine [N+](=O)([O-])C1=NC=CC=C1